NC1=C(C=C(C=2C(C3=CC=CC=C3C(C12)=O)=O)O)OC1=CC=C(C=C1)Br 1-amino-2-(4-bromophenoxy)-4-hydroxyanthraquinone